C(C)(C)(CC)C1=CC=C(N)C=C1 4-(tert-pentyl)aniline